[Sb].[Mg] magnesium-antimony